(S)-ethyl 3-(4-(5-(4'-acetoxy-6-methoxy-biphenyl-3-yl)-1,2,4-oxadiazol-3-yl)phenyl)-2-((tert-butoxycarbonyl)amino)propanoate C(C)(=O)OC1=CC=C(C=C1)C1=CC(=CC=C1OC)C1=NC(=NO1)C1=CC=C(C=C1)C[C@@H](C(=O)OCC)NC(=O)OC(C)(C)C